N-(6-fluoro-5-methylpyridin-3-yl)-1,2,4-trimethyl-5-(2-oxo-2-(3-oxo-9-azabicyclo[3.3.1]nonan-9-yl)acetyl)-1H-pyrrole-3-carboxamide FC1=C(C=C(C=N1)NC(=O)C1=C(N(C(=C1C)C(C(N1C2CC(CC1CCC2)=O)=O)=O)C)C)C